(1S,3S,5R)-5-((2-(benzyloxy)-2-oxoethoxy)methyl)-2-azabicyclo[3.1.0]Hexane-2,3-dicarboxylic acid 2-(tert-butyl) ester 3-methyl ester COC(=O)[C@H]1N([C@H]2C[C@]2(C1)COCC(=O)OCC1=CC=CC=C1)C(=O)OC(C)(C)C